(3R)-4-{(1S)-2-[4,6-bis(trifluoromethyl)-1,3,5-triazin-2-yl]-6-chloro-2,3,4,9-tetrahydro-1H-pyrido[3,4-b]indol-1-yl}-3-hydroxybutanenitrile FC(C1=NC(=NC(=N1)C(F)(F)F)N1[C@H](C=2NC3=CC=C(C=C3C2CC1)Cl)C[C@H](CC#N)O)(F)F